N-[(6-Amino-2-pyridyl)sulfonyl]-6-(3-chloro-2-methoxy-4-pyridyl)-2-(2,4,6-trimethylphenoxy)pyridin-3-carboxamid NC1=CC=CC(=N1)S(=O)(=O)NC(=O)C=1C(=NC(=CC1)C1=C(C(=NC=C1)OC)Cl)OC1=C(C=C(C=C1C)C)C